2-((2-(2,6-dioxopiperidin-3-yl)-1,3-dioxoisoindol-4-yl)oxy)acetamide O=C1NC(CCC1N1C(C2=CC=CC(=C2C1=O)OCC(=O)N)=O)=O